C(C)OC(=O)C1=C(C=C(C=2OCOC21)F)C=O 7-fluoro-5-formylbenzo[d][1,3]dioxole-4-carboxylic acid ethyl ester